dimercaptophenyl ether C1=CC(=C(C(=C1)S)S)OC2=C(C(=CC=C2)S)S